3-(5-((5-((adamantan-1-ylamino)methyl)thiazol-2-yl)methoxy)-2-methyl-4-oxoquinazolin-3(4H)-yl)piperidine-2,6-dione C12(CC3CC(CC(C1)C3)C2)NCC2=CN=C(S2)COC2=C3C(N(C(=NC3=CC=C2)C)C2C(NC(CC2)=O)=O)=O